(R)-N-(1-(6-chloro-4-((2,2,2-trifluoroethyl)amino)pyridin-2-yl)cyclopropyl)-3-(2,4-difluorophenyl)-3-hydroxybutanamide ClC1=CC(=CC(=N1)C1(CC1)NC(C[C@@](C)(O)C1=C(C=C(C=C1)F)F)=O)NCC(F)(F)F